tert-butyl (2-(5-methoxy-1-((2-(trimethylsilyl)ethoxy)methyl)-1H-indazol-3-yl)ethyl)carbamate COC=1C=C2C(=NN(C2=CC1)COCC[Si](C)(C)C)CCNC(OC(C)(C)C)=O